N1=C(C=NC2=CC=CC=C12)C(C(=O)NN)C (quinoxaline-2-yl)propanehydrazide